(S)-quinuclidin-3-yl (5'-(4-(methoxymethoxy)phenyl)-1',3'-dihydrospiro[cyclopropane-1,2'-inden]-1'-yl)carbamate COCOC1=CC=C(C=C1)C=1C=C2CC3(C(C2=CC1)NC(O[C@@H]1CN2CCC1CC2)=O)CC3